(R)-3-(1-naphthoxy)-1-phenyl-1-propanol C1(=CC=CC2=CC=CC=C12)OCC[C@@H](O)C1=CC=CC=C1